N-(4-(1H-pyrazol-1-yl)benzyl)-N-(3-methoxybenzyl)-4-methyl-5-(morpholinomethyl)oxazol-2-amine N1(N=CC=C1)C1=CC=C(CN(C=2OC(=C(N2)C)CN2CCOCC2)CC2=CC(=CC=C2)OC)C=C1